4-[4-(4-chlorophenoxy)piperidin-1-yl]-7-methoxy-1-methyl-2-oxo-1,2-dihydroquinoline-3-carbonitrile ClC1=CC=C(OC2CCN(CC2)C2=C(C(N(C3=CC(=CC=C23)OC)C)=O)C#N)C=C1